5-(bromomethyl)-5-benzyl-3-methylenedihydrofuran-2(3H)-one BrCC1(CC(C(O1)=O)=C)CC1=CC=CC=C1